diisopropyl-phenol phosphate P(=O)(O)(O)OC1=C(C(=CC=C1)C(C)C)C(C)C